(R)-l-N-isopropylglycinyl-N-(6-(trifluoromethoxy)benzo[d]thiazol-2-yl)pyrrolidine-2-carboxamide C(C)(C)NCC(=O)N1C(CCC1)C(=O)NC=1SC2=C(N1)C=CC(=C2)OC(F)(F)F